Cl.Cl.N(=NC(C(=N)N)(C)C)C(C(=N)N)(C)C 2,2'-azobis(2-methylpropionamidine) dihydrochloride